FC1=C(C=CC=C1)C1=CC=C(C=C1)C1CN(C1)C(=O)NC=1C=NC(=CC1)C 3-(2'-fluoro-[1,1'-biphenyl]-4-yl)-N-(6-methylpyridin-3-yl)azetidine-1-carboxamide